C(#N)C=1C=C(C(=NC1)C(=O)NC=1C=C2C(=NNC2=CC1)C=1C=NC(=CC1)C(F)(F)F)C 5-Cyano-3-methyl-N-(3-(6-(trifluoromethyl)pyridin-3-yl)-1H-indazol-5-yl)picolinamide